BrC=1C(=C(C(=C(N(CC2=CC=C(C=C2)OC)CC2=CC=C(C=C2)OC)C1)F)F)\C=C\OCC (E)-5-bromo-4-(2-ethoxyvinyl)-2,3-difluoro-N,N-bis(4-methoxybenzyl)aniline